BrC=1C(=CC(=C(C=O)C1)OC)OC 5-bromo-2,4-dimethoxybenzaldehyde